NC12CC(C1)(C2)COC2=CC=C(C=C2)C(C)(C)C=2C=C(C(=C(C#N)C2)OCCCl)Cl 5-(2-(4-((3-aminobicyclo[1.1.1]pentan-1-yl)methoxy)phenyl)propan-2-yl)-3-chloro-2-(2-chloroethoxy)benzonitrile